OC=1C(=CC2=CC=CC=C2C1)C(=O)O 3-hydroxynaphthalene-2-formic acid